(E)-1-(4-benzyl-2-thioxooxazolidin-3-yl)pent-4-en-1-one tert-butyl-(4-((3-((tert-butoxycarbonyl)amino)propyl)(2-(2,6-dioxopiperidin-3-yl)-1-oxoisoindolin-4-yl)amino)butyl)carbamate C(C)(C)(C)N(C(O)=O)CCCCN(C1=C2CN(C(C2=CC=C1)=O)C1C(NC(CC1)=O)=O)CCCNC(=O)OC(C)(C)C.C(C1=CC=CC=C1)C1N(C(OC1)=S)C(CCC=C)=O